S(=O)(=O)([O-])[O-].[NH4+].NC(=O)N.[NH4+] urea ammonium sulphate